ClC(=O)C1=C(C=CC=C1)O[Se](O)(=O)=O 2-(chlorocarbonyl)phenyl-selenic acid